29-methylhentriacontyl eicos-11-enoate C(CCCCCCCCCC=CCCCCCCCC)(=O)OCCCCCCCCCCCCCCCCCCCCCCCCCCCCC(CC)C